5-((E)-2-(thiophen-2-yl)vinyl)-1-((2-((3-((E)-2-(thiophen-2-yl)vinyl)-1H-pyrazol-1-yl)methoxy)ethoxy)methyl)-1H-pyrazole S1C(=CC=C1)/C=C/C1=CC=NN1COCCOCN1N=C(C=C1)\C=C\C=1SC=CC1